ClC1=NC(=CC(=C1NC(C1=C(C=C(C(=C1)F)N1N=C2COCCCN2C1=O)O[C@H](C(F)(F)F)C)=O)C)C N-(2-chloro-4,6-dimethylpyridin-3-yl)-5-fluoro-4-(3-oxo-6,7-dihydro-3H,5H-[1,2,4]triazolo[3,4-c][1,4]oxazepin-2(9H)-yl)-2-{[(2S)-1,1,1-trifluoropropan-2-yl]oxy}benzamide